C12NCC(C(C1)NC(=O)[C@H]1CN(C[C@H](O1)C)C=1C=3N(C(=CC1)C#N)N=CC3)C2 (2R,6R)-N-(2-azabicyclo[2.2.1]heptan-5-yl)-4-(7-cyanopyrazolo[1,5-a]pyridin-4-yl)-6-methyl-morpholine-2-carboxamide